C(CCCCCCCCCCCCCCCCC)(=O)OCC(COC(CCCCCCCCCCCCCCCCC)=O)OC(NC1CN(C1)CC(CF)CF)=O 2-(((1-(3-fluoro-2-(fluoromethyl)propyl)azetidin-3-yl)carbamoyl)oxy)propane-1,3-diyl distearate